2-(4-hydroxyphenyl)-3-methyl-1-[[4-(2-piperidin-1-ylethoxy)phenyl]methyl]indol-5-ol OC1=CC=C(C=C1)C=1N(C2=CC=C(C=C2C1C)O)CC1=CC=C(C=C1)OCCN1CCCCC1